FC1=CC2=C(N=C(S2)N)C=C1 6-fluorobenzo[D]thiazol-2-amine